COC1=CC=C(C=C1)CNC1=NC=C(C(=N1)N[C@H]1[C@@H](CCCC1)C#N)C (trans)-2-[[2-[(4-methoxyphenyl)methylamino]-5-methyl-pyrimidin-4-yl]amino]cyclohexane-1-carbonitrile